N(=[N+]=[N-])C1=CC=C(C=C1)C1=NN=C(N1C)COC1=CC(=CC=C1)C(F)(F)F 3-(4-azidophenyl)-4-methyl-5-{[3-(trifluoromethyl)phenoxy]methyl}-4H-1,2,4-triazole